4-(3-(1H-pyrrolo[2,3-b]pyridin-2-yl)piperidin-1-yl)-2-cyclopropylpyrimidine-5-carbonitrile N1C(=CC=2C1=NC=CC2)C2CN(CCC2)C2=NC(=NC=C2C#N)C2CC2